BrC=1C=C(\C=N\NC(COC2=CC=CC=3CC(OC32)(C)C)=O)C=CC1 (E)-N'-(3-bromobenzylidene)-2-((2,2-dimethyl-2,3-dihydrobenzofuran-7-yl)oxy)acethydrazide